BrC=1C=CC2=C(OCCCN3C2=NC(=C3I)I)C1 10-bromo-2,3-diiodo-6,7-dihydro-5H-benzo[b]imidazo[2,1-d][1,5]oxazocine